FC1=C(C=CC=C1)[C@@H](C)N(C(OC(C)(C)C)=O)CC1=NC=C(C=C1)C1(OC1)C tert-butyl ((R)-1-(2-fluorophenyl)ethyl)((5-(2-methyloxiran-2-yl)pyridin-2-yl)methyl)carbamate